2-(2-((3r,4r)-3-amino-4-fluoropiperidin-1-yl)-6-fluoro-1H-benzo[d]imidazol-1-yl)-1-((S)-3-methylmorpholino)ethan-1-one N[C@@H]1CN(CC[C@H]1F)C1=NC2=C(N1CC(=O)N1[C@H](COCC1)C)C=C(C=C2)F